(S)-2-hydrazino-3-(3-hydroxy-4-((phosphonooxy)methoxy)phenyl)-2-methylpropanoic acid N(N)[C@](C(=O)O)(CC1=CC(=C(C=C1)OCOP(=O)(O)O)O)C